BrC=1C(=C(C2=C(NC([C@H](O2)C)=O)C1)F)[N+](=O)[O-] (2R)-6-bromo-8-fluoro-2-methyl-7-nitro-2,4-dihydro-1,4-benzoxazin-3-one